(±)-1,2,3,4-tetrahydro-2-naphthylamine C1[C@@H](CCC2=CC=CC=C12)N |r|